C(C(C)C)C(C(=O)OCCCCC)(C(=O)OCCCCC)CC(C)C dipentyl diisobutylmalonate